OC1=C(C(=CC(=C1)C)C)C1=CC=C(N=N1)N1C([C@@H](CC1)CO)=O (3S)-1-[6-(2-hydroxy-4,6-dimethyl-phenyl)pyridazin-3-yl]-3-(hydroxymethyl)pyrrolidin-2-one